O=C1NC2(CN(C2)C(=O)OC2CC(C2)OC2=C(C=C(C=C2)C)F)CO1 3-(2-fluoro-4-methylphenoxy)cyclobutyl 6-oxo-7-oxa-2,5-diazaspiro[3.4]octane-2-carboxylate